C(#N)N=S(=O)(NC(NC1=C2CCCC2=CC=2CCCC12)=O)\C=C\[C@H]1N(CCC1)C (E)-N'-cyano-N-((1,2,3,5,6,7-hexahydro-s-indacen-4-yl)carbamoyl)-2-((S)-1-methylpyrrolidin-2-yl)ethene-1-sulfonimidamide